2-((2-(2-methoxy-7-methylquinoxalin-5-yl)-7-methylthiazolo[5,4-b]pyridin-5-yl)oxy)ethyl (6-cyanopyridin-3-yl)carbamate C(#N)C1=CC=C(C=N1)NC(OCCOC1=CC(=C2C(=N1)SC(=N2)C2=C1N=CC(=NC1=CC(=C2)C)OC)C)=O